2-furyl-benzaldehyde O1C(=CC=C1)C1=C(C=O)C=CC=C1